C(#N)C1(CC1)C1=CC=2N(C=C1)C(=C(N2)C(=O)O)S(=O)(=O)CC 7-(1-cyanocyclopropyl)-3-(ethylsulfonyl)imidazo[1,2-a]pyridine-2-carboxylic acid